FC1=C(COC2=CC=CC(=N2)C2=CC=C(CC3=NC4=C(N3C[C@H]3COCC3)C=C(C=C4)C(=O)OC)C=C2)C=CC(=C1)C(F)(F)F methyl (S)-2-(4-(6-((2-fluoro-4-(trifluoromethyl)benzyl)oxy)pyridin-2-yl)benzyl)-1-((tetrahydrofuran-3-yl)methyl)-1H-benzo[d]imidazole-6-carboxylate